ethyl 2-(5-bromo-7-cyclopropyl-4-oxo-4,7-dihydro-3H-pyrrolo[2,3-d]pyrimidin-3-yl)acetate BrC1=CN(C=2N=CN(C(C21)=O)CC(=O)OCC)C2CC2